C(C)(=O)C1=C(C(=NC=C1)C#N)Cl acetyl-3-chloropyridine-2-carbonitrile